3-[2-(1,4-Diazepan-1-yl)pyrimidin-5-yl]-5-[(1R)-1-(3,5-dichloro-4-pyridyl)ethoxy]-1H-indazole N1(CCNCCC1)C1=NC=C(C=N1)C1=NNC2=CC=C(C=C12)O[C@H](C)C1=C(C=NC=C1Cl)Cl